5-[2-(cyclopropylmethylamino)-5-ethylsulfonylphenyl]-1,3-dimethylpyridin-2-one C1(CC1)CNC1=C(C=C(C=C1)S(=O)(=O)CC)C=1C=C(C(N(C1)C)=O)C